C(C)(C)(C)OC(=O)C=1C=C2N(C=CN=C2)C1 Pyrrolo[1,2-a]Pyrazine-7(5H)-carboxylic acid tert-butyl ester